iodoacetaldehyde 5,5-dimethyl-2-cyclopentenyl ethyl acetal C(C)OC(CI)OC1C=CCC1(C)C